C(C)(=O)[O-].C=1(C(=CC=CC1)C(=O)C1=NC=CC=C1)C.[Na+] sodium toluoyl-pyridine acetate